CC=1C=2N(N=C(C1)C)C1=C(C2)C(NC=N1)=O 6,8-dimethylpyrimidino[5',4':4,5]pyrrolo[1,2-b]pyridazin-4(3H)-one